tert-Butyl 2-(4-(5-bromopyridin-2-yl)piperazin-1-yl)acetate BrC=1C=CC(=NC1)N1CCN(CC1)CC(=O)OC(C)(C)C